ClC=1C=C2C=CC(=NC2=CC1)C=1N=NNC1C(=O)OCOC(C(C)C)=O (isobutyryloxy)methyl 4-(6-chloroquinolin-2-yl)-1H-1,2,3-triazole-5-carboxylate